BrC=1C=C(C=CC1)CC(C(=O)O)C=1C=NC=CC1 3-(3-bromophenyl)-2-(pyridin-3-yl)propanoic acid